C(C)(C)(C)OC(=O)N1C(COC2CC12)C1=CC=C(C=C1)Br 4-(4-bromophenyl)-2-oxa-5-azabicyclo[4.1.0]heptane-5-carboxylic acid tert-butyl ester